O1C2=C(OC[C@@H]1CN1CCN(CC1)C=1C(=NSN1)C(=O)N(C)C)C=CC=C2 (S)-4-(4-((2,3-dihydrobenzo[b][1,4]dioxin-2-yl)methyl)piperazin-1-yl)-N,N-dimethyl-1,2,5-thiadiazole-3-carboxamide